anti-styrene-acrylate C(=CC1=CC=CC=C1)C=CC(=O)[O-]